1-(2-chloro-4-((5-methoxy-2,3-dihydro-[1,4]dioxino[2,3-f]quinazolin-10-yl)amino)phenyl)-3-isopentylurea ClC1=C(C=CC(=C1)NC1=NC=NC2=CC(=C3C(=C12)OCCO3)OC)NC(=O)NCCC(C)C